N-benzyl-N-(4-trifluoromethyl-benzoyl)aminoacetic acid C(C1=CC=CC=C1)N(C(C1=CC=C(C=C1)C(F)(F)F)=O)CC(=O)O